tert-butyl ((1r,3r)-3-(4-(2-(4-((4-cyanopyrimidin-2-yl)oxy)phenyl)propan-2-yl)phenoxy)cyclobutyl)carbamate C(#N)C1=NC(=NC=C1)OC1=CC=C(C=C1)C(C)(C)C1=CC=C(OC2CC(C2)NC(OC(C)(C)C)=O)C=C1